FC1=CC(=C(C(=C1)C(C)C)NC(=O)N=[S@](=O)(N)C1=CC(=CC=C1)C(C)(C)O)C(C)C (R)-N'-(4-fluoro-2,6-diisopropylphenylcarbamoyl)-3-(2-hydroxypropan-2-yl)benzenesulfonimidamide